ClC1=CC=C(C(=N1)C(=O)O)N[C@H](C)C=1C=C(C=C2C(N3C(=NC12)C(CCC3)(C)C)=O)C 6-chloro-3-{[(1R)-1-{2,6,6-trimethyl-11-oxo-6H,7H,8H,9H,11H-pyrido[2,1-b]quinazolin-4-yl}ethyl]amino}pyridine-2-carboxylic acid